6-[3-[4-(1-Cyano-1-methyl-ethyl)-2-methoxy-anilino]prop-1-ynyl]-N-[(3S,4S)-1,3-dimethyl-4-piperidyl]-1-(2,2,2-trifluoroethyl)benzimidazole-4-carboxamide C(#N)C(C)(C)C1=CC(=C(NCC#CC=2C=C(C3=C(N(C=N3)CC(F)(F)F)C2)C(=O)N[C@@H]2[C@H](CN(CC2)C)C)C=C1)OC